C(C)(C)(C)OC(=O)C1N(C2=C3C(NCC2CC1C(C)(C)C)NCCC3)CCCC(=O)NC3=C(C=CC=C3)C tert-butyl-(1R,3aS,10aR)-1-(4-((2-methylphenyl)amino)-4-oxobutyl)octahydro-1H,4H-pyrido[1,6]naphthyridine-2(3H)-carboxylic acid tert-butyl ester